2,2'-methylenebis[(4S)-4-phenyl-2-oxazoline] C(C=1OC[C@@H](N1)C1=CC=CC=C1)C=1OC[C@@H](N1)C1=CC=CC=C1